ethyl 2-(6-amino-4-(trifluoromethyl) pyridin-3-yl)-4-morpholinopyrrolo[2,1-f][1,2,4]triazine-6-carboxylate NC1=CC(=C(C=N1)C1=NN2C(C(=N1)N1CCOCC1)=CC(=C2)C(=O)OCC)C(F)(F)F